BrCC1=CC(=C(C=C1)C=1N(C=C(N1)C(F)(F)F)CC)F 2-(4-(bromomethyl)-2-fluorophenyl)-1-ethyl-4-(trifluoromethyl)-1H-imidazole